2-bromo-5-methyl-1,4-benzoquinone BrC=1C(C=C(C(C1)=O)C)=O